CC(CN1N=CC(=C1)C=1C=CC(=NC1C1=CC=2C(=NN(N2)C)C=C1)C#N)(C)C 5-[1-(2,2-dimethylpropyl)-1H-pyrazol-4-yl]-6-(2-methyl-2H-benzotriazol-5-yl)pyridine-2-carbonitrile